2-[4-[(2-Hydroxy-3-dodecyloxypropyl)oxy]-2-hydroxyphenyl]-4,6-bis(2,4-dimethylphenyl)-1,3,5-triazin OC(COC1=CC(=C(C=C1)C1=NC(=NC(=N1)C1=C(C=C(C=C1)C)C)C1=C(C=C(C=C1)C)C)O)COCCCCCCCCCCCC